4-butylcyclohexyl ((S)-4-methyl-1-oxo-1-(((S)-1-oxo-3-((S)-2-oxopyrrolidin-3-yl)propan-2-yl)amino)pentan-2-yl)carbamate CC(C[C@@H](C(N[C@H](C=O)C[C@H]1C(NCC1)=O)=O)NC(OC1CCC(CC1)CCCC)=O)C